C(C(=C)C)(=O)OCCCN1C(CCC1)=O N-(3-methacryloxypropyl)-2-pyrrolidone